C(C)OC(=O)C=1C(N(C=C(C1C)F)C1=NC=CC=C1)=O fluoro-4-methyl-2-oxo-2H-[1,2'-bipyridine]-3-carboxylic acid ethyl ester